N-Acetyl-Histidine C(C)(=O)N[C@@H](CC1=CNC=N1)C(=O)O